6-aminoisoquinoline NC=1C=C2C=CN=CC2=CC1